(E)-2-(2-(4,4-difluorocyclohexyl)-vinyl)-4,4,5,5-tetramethyl-1,3,2-dioxaborolane FC1(CCC(CC1)/C=C/B1OC(C(O1)(C)C)(C)C)F